(S)-2-(3,3-dimethyl-4-(6-oxo-1,6-dihydropyridine-3-carbonyl)piperazin-1-yl)-N-(5-(2,4,6-trifluorophenoxy)pyrazin-2-yl)propanamide CC1(CN(CCN1C(=O)C1=CNC(C=C1)=O)[C@H](C(=O)NC1=NC=C(N=C1)OC1=C(C=C(C=C1F)F)F)C)C